OC[C@@H](C)NC(=O)CN1C(=NC2=C3CC[C@@H](N(C3=CC=C21)C(=O)OC)C)CCN2C(C=CC=C2)=O methyl (7S)-3-({[(2R)-1-hydroxypropan-2-yl]carbamoyl}methyl)-7-methyl-2-[2-(2-oxo-1,2-dihydropyridin-1-yl)ethyl]-3H,6H,7H,8H,9H-imidazo[4,5-f]quinoline-6-carboxylate